(R)-N-(6,7-dimethyl-1,4-dioxo-1,4-dihydronaphthalen-2-yl)-5-(1,2-dithiolan-3-yl)pentanamide CC=1C=C2C(C=C(C(C2=CC1C)=O)NC(CCCC[C@H]1SSCC1)=O)=O